9-Ethyl-6-fluoro-8-(6-fluoro-1-methylsulfonyl-1H-indol-4-yl)-1,4,4-trimethyl-5H-[1,2,4]triazolo[4,3-a]quinoxaline C(C)C=1C(=CC(=C2NC(C=3N(C12)C(=NN3)C)(C)C)F)C3=C1C=CN(C1=CC(=C3)F)S(=O)(=O)C